1-(4-amino-2-(1-methyl-1H-pyrazol-3-yl)phenyl)cyclopropane-1-carbonitrile NC1=CC(=C(C=C1)C1(CC1)C#N)C1=NN(C=C1)C